N-(3-chloro-2-methylphenyl)-6-({[2-chloro-5-(2-phenylethyl)phenyl]carbonyl}amino)-2-(methoxymethyl)-1H-benzimidazole-4-carboxamide ClC=1C(=C(C=CC1)NC(=O)C1=CC(=CC=2NC(=NC21)COC)NC(=O)C2=C(C=CC(=C2)CCC2=CC=CC=C2)Cl)C